BrC1=C(C=NN1C)S(=O)(=O)Cl 5-bromo-1-methyl-1H-pyrazole-4-sulfonyl chloride